Cl.COC(C(=N)N)C methoxypropanamidine hydrochloride